COCCNC(=O)C1=CC2=C(N(C(=N2)NC=2SC3=C(N2)C=CC(=C3)OC(F)(F)F)C3CCOCC3)C=C1 N-(2-methoxyethyl)-1-(tetrahydro-2H-pyran-4-yl)-2-((6-(trifluoromethoxy)benzo[d]thiazol-2-yl)amino)-1H-benzo[d]imidazole-5-carboxamide